S(=S)(=O)([O-])O.[Na+] mono-sodium thiosulfate